ClC=1C2=CN(N=C2C(=C(C1)C1=CC=C(C=C1)N1CCN(CC1)CC(C)O)Cl)C(C(=O)NC=1SC=CN1)C1=C2N(C=N1)C[C@@H](C2)F (4,7-dichloro-6-(4-(4-(2-hydroxypropyl)piperazin-1-yl)phenyl)-2H-indazol-2-yl)-2-((R)-6-fluoro-6,7-dihydro-5H-pyrrolo[1,2-c]imidazol-1-yl)-N-(thiazol-2-yl)acetamide